C(C)[C@H]1[C@H](C[C@@H](OC1)C(=O)N1[C@H](C2=CC=CC=C2CC1)C1=CC=C(C=C1)F)NC(OC(C)(C)C)=O tert-butyl ((2R,4S,5S)-5-ethyl-2-((S)-1-(4-fluorophenyl)-1,2,3,4-tetrahydroisoquinoline-2-carbonyl)tetrahydro-2H-pyran-4-yl)carbamate